2-dodecenolactone C1(C=CCCCCCCCCCO1)=O